5-Bromo-1-(tetrahydro-2H-pyran-2-yl)-3a,7a-dihydro-1H-indazole-3-carbaldehyde BrC1=CC2C(=NN(C2C=C1)C1OCCCC1)C=O